C(C=C)(=O)N1C[C@@H]2COC3=C(C(N2CC1)=O)C(=NC(=C3Cl)C3=C(C=CC=C3O)F)N3C[C@@H]1N(CC3)CCC1 (6aR)-8-acryloyl-4-chloro-3-(2-fluoro-6-hydroxyphenyl)-1-((R)-hexahydropyrrolo[1,2-a]pyrazin-2(1H)-yl)-6,6a,7,8,9,10-hexahydro-12H-pyrazino[2,1-c]pyrido[3,4-f][1,4]oxazepin-12-one